BrC1=CC2=C(CN(CCO2)C(=O)OC(C)(C)C)C=C1 tert-butyl 8-bromo-2,3-dihydrobenzo[f][1,4]oxazepin-4(5H)-carboxylate